ClC1=C(C(=NO1)C1CC1)C 5-chloro-3-cyclopropyl-4-methyl-isoxazole